C(C)(C)(C)OC(NC1CCN(CC1)CC1=CC(=C(C=C1)CC1=NNC2=C1N=C(N=C2N(CC2=C(C=C(C=C2)OC)OC)CC2=C(C=C(C=C2)OC)OC)OCCCC)OC)=O (1-(4-((7-(Bis(2,4-dimethoxybenzyl)amino)-5-butoxy-1H-pyrazolo[4,3-d]pyrimidin-3-yl)methyl)-3-methoxybenzyl)piperidin-4-yl)carbamic acid tert-butyl ester